C1(CC1)OCC1NCCNC1 2-(cyclopropoxymethyl)piperazine